FC=1C=C(C=C(C1)F)N(C(=O)OCC1CCC(CC1)COCC(=O)O)C1=CC(=CC=C1)F 2-(((1r,4r)-4-(((3,5-difluorophenyl)(3-fluorophenyl)carbamoyloxy)methyl)cyclohexyl)methoxy)acetic acid